N(=NC(CCC(=O)O)C)C(CCC(=O)O)C 4,4'-azobis(valeric acid)